F[B-](F)(F)F.O=C1N(C(C2=CC=CC=C12)=O)CCCC/C=C/[S+]1C=2C=CC=CC2S(C2=CC=CC=C12)(=O)=O (E)-5-(6-(1,3-dioxoisoindolin-2-yl)hex-1-en-1-yl)-5H-thianthren-5-ium 10,10-dioxide tetrafluoroborate